O=C(C(=O)[O-])CCC(=O)[O-].[Fe+2] ferrous ketoglutarate